N5-Benzyl-N6'-methyl-[3,3'-bipyridine]-5,6'-diamine C(C1=CC=CC=C1)NC=1C=C(C=NC1)C=1C=NC(=CC1)NC